2-(2-((4-(((1,1,1,3,3,3-hexafluoropropan-2-yl)oxy)carbonyl)piperazin-1-yl)methyl)-5-(trifluoromethyl)phenoxy)-2-methylpropanoic acid sodium salt monohydrate O.[Na+].FC(C(C(F)(F)F)OC(=O)N1CCN(CC1)CC1=C(OC(C(=O)[O-])(C)C)C=C(C=C1)C(F)(F)F)(F)F